C(C=C)(=O)N1CC(CCCC1)NC1NC(C=2C(=NC=C(C21)F)NC2=CC=C(C=C2)OCCOC)=O (1-propenoylazepan-3-ylamino)-7-fluoro-4-(4-(2-methoxyethoxy)phenylamino)-1H-pyrrolo[3,4-c]pyridin-3(2H)-one